FC(OC1=CC=C(C=N1)CNC(C1=C(C=CC(=C1)B1OC(C(O1)(C)C)(C)C)F)=O)F N-((6-(Difluoromethoxy)pyridin-3-yl)methyl)-2-fluoro-5-(4,4,5,5-tetramethyl-1,3,2-dioxaborolan-2-yl)benzamide